N=1C=C(N2N=CC=CC21)C(=O)N2CC1=C(CC2)C(=CS1)C(=O)NC1=CC(=CC=C1)C(F)(F)F 6-(Imidazo[1,2-b]pyridazin-3-carbonyl)-N-(3-(trifluoromethyl)phenyl)-4,5,6,7-tetrahydrothieno[2,3-c]pyridin-3-carboxamid